N-[[6-(3-methylbutanoyl)-6-azaspiro[2.5]octan-2-yl]methyl]-1,3-dihydropyrrolo[3,4-c]pyridine-2-carboxamide CC(CC(=O)N1CCC2(C(C2)CNC(=O)N2CC=3C=NC=CC3C2)CC1)C